[K].C(#N)C1(OCCC)CC=C(C=C1)C#N 3-(p-dicyanophenoxy)propane potassium